C(C1=CC=CC=C1)OC1=CC=C(C=C1)N(C(=O)C=1C=C(N(C1C)C)C=1C=C2CCN(CC2=CC1C(=O)[O-])C(=O)[O-])CCC.[Li+].[Li+] lithium 6-(4-{[4-(benzyloxy) phenyl] (propyl) carbamoyl}-1,5-dimethyl-1H-pyrrol-2-yl)-1,2,3,4-tetrahydroisoquinoline-2,7-dicarboxylate